OC([C@H]1CN(CC1)C(=O)OC(C)(C)C)C=1OC(=C(C1)C)C1=C(C=C(C=C1)C(F)(F)F)OC tert-butyl (3R)-3-(hydroxy(5-(2-methoxy-4-(trifluoromethyl)phenyl)-4-methylfuran-2-yl)methyl)pyrrolidine-1-carboxylate